N1(CCNCC1)C1=C2CC(NC2=C(C=C1)OC1CCNCC1)=O 4-(piperazin-1-yl)-7-(piperidin-4-yloxy)indolin-2-one